Cl.C(C#C)N1C2=NC(=NC(=C2N=C1)N)SCCC 9-(prop-2-yn-1-yl)-2-(propylthio)-9H-purin-6-amine hydrochloride